tert-butyl (2S)-2-[(4-chloro-1-methyl-pyrrolo[2,3-b]pyridin-6-yl)-methyl-carbamoyl]pyrrolidine-1-carboxylate ClC1=C2C(=NC(=C1)N(C(=O)[C@H]1N(CCC1)C(=O)OC(C)(C)C)C)N(C=C2)C